OCCS=C(C1=CC=CC=C1)[O-] S-(2-hydroxyethyl)benzothioate